ClC1=C(C=CC(=C1I)F)NS(=O)(=O)CC(C)C N-(2-chloro-4-fluoro-3-iodophenyl)-2-methylpropane-1-sulfonamide